CC1=CC=C(C=C1)S(=O)(=O)N[C@H](C(=O)N1CCOCC1)CC1=CC=CC=C1 (S)-4-methyl-N-(1-morpholino-1-oxo-3-phenylpropan-2-yl)benzenesulfonamide